C1(CCCC1)S(=O)(=O)C=1N=CC2=C(N1)C(CN(C2=O)CCC(=O)OC(C)(C)C)(CCOCCOCCOCCOC)CCOCCOCCOCCOC tert-butyl 3-(2-cyclopentanesulfonyl-5-oxo-8,8-di(2,5,8,11-tetraoxatridecan-13-yl)-7,8-dihydropyrido[4,3-d]pyrimidin-6(5H)-yl)propanoate